C(C)NC(=O)N1CCN(CC1)C(=O)C=1C=NC2=CC(=CC=C2C1N1CCC2(OCCO2)CC1)OC N-ethyl-4-(7-methoxy-4-(1,4-dioxa-8-azaspiro[4.5]decan-8-yl)quinoline-3-carbonyl)piperazine-1-carboxamide